4-((2,6-difluoro-4-(1-methyl-3-(methylsulfonamido)-1H-pyrazol-5-yl)benzyl)oxy)phenyl sulfurofluoridate S(OC1=CC=C(C=C1)OCC1=C(C=C(C=C1F)C1=CC(=NN1C)NS(=O)(=O)C)F)(=O)(=O)F